C(C)(C)(C)OC(=O)N(C1C2CN(CC12)C=1N=CC(=NC1)C(=O)O)CC 5-[6-[tert-butoxycarbonyl(ethyl)amino]-3-azabicyclo[3.1.0]hexan-3-yl]pyrazine-2-carboxylic acid